OC1=C(C=CC=C1)C=1N=NC=2NC=3CCN([C@H](C3C2C1)C)C1=NC=C(C=N1)C1CCN(CC1)C1CC2(C1)CC(C2)C(=O)O 2-[4-[2-[(3S)-12-(2-hydroxyphenyl)-3-methyl-4,8,10,11-tetrazatricyclo[7.4.0.02,7]trideca-1(9),2(7),10,12-tetraen-4-yl]pyrimidin-5-yl]-1-piperidyl]spiro[3.3]heptane-6-carboxylic acid